N1-(1-(fluoromethyl)-cyclopropyl)-N2-((S)-4-methyl-1-oxo-1-(((S)-3-oxo-1-((S)-2-oxopyrrolidin-3-yl)-4-(trifluoromethoxy)butan-2-yl)amino)pentan-2-yl)oxalamide FCC1(CC1)NC(C(=O)N[C@H](C(N[C@@H](C[C@H]1C(NCC1)=O)C(COC(F)(F)F)=O)=O)CC(C)C)=O